(3R)-4-amino-N-((6-ethoxy-3-pyridazinyl)methyl)-N-((2R)-1-methoxy-2-propanyl)-3-methyl-1,3-dihydrofuro[3,4-c]quinoline-8-carboxamide NC1=NC=2C=CC(=CC2C2=C1[C@H](OC2)C)C(=O)N([C@@H](COC)C)CC=2N=NC(=CC2)OCC